NC1=CC=NN1C1=NN=C(S1)NC(=O)C1=CC(=C(C(O1)=O)OCCOC)C1=C(C=CC=C1CO)C#N N-(5-(5-amino-1H-pyrazol-1-yl)-1,3,4-thiadiazol-2-yl)-4-(2-cyano-6-(hydroxymethyl)phenyl)-3-(2-methoxyethoxy)-2-oxo-2H-pyran-6-carboxamide